FC1=CC=C(C=C1)N(C(=O)[C@H]1N(C(OC1)=O)C1=NC(=CC(=C1)C(F)(F)F)C)CC#C (S)-N-(4-fluorophenyl)-3-(6-methyl-4-(trifluoromethyl)pyridin-2-yl)-N-(prop-2-yn-1-yl)-2-oxooxazolidine-4-carboxamide